tert-butyl ((5-(5-(methylsulfonyl)-[1,1'-biphenyl]-3-sulfonimidoyl)thiophen-2-yl)methyl)carbamate CS(=O)(=O)C=1C=C(C=C(C1)C1=CC=CC=C1)S(=O)(=N)C1=CC=C(S1)CNC(OC(C)(C)C)=O